5-Methoxy-2-(4-methoxyphenyl)-3-methyl-1-tosyl-1H-indole COC=1C=C2C(=C(N(C2=CC1)S(=O)(=O)C1=CC=C(C)C=C1)C1=CC=C(C=C1)OC)C